ClC1=NC(=C2N=CN(C2=N1)[C@H]1[C@@H]([C@@]([C@H](O1)COC(C(=O)O)(C(=O)O)CC1=CC=C(C=C1)N1C(NCCC1)=O)(O)C#C)O)NC(C)C 2-(((2R,3S,4R,5R)-5-(2-chloro-6-(isopropylamino)-9H-purin-9-yl)-3-ethynyl-3,4-dihydroxytetrahydrofuran-2-yl)methoxy)-2-(4-(2-oxotetrahydropyrimidin-1(2H)-yl)benzyl)propanedioic acid